C[Si](N([Si](C)(C)C)CCC[Si](OC)(OC)C)(C)C {3-[N,N-bis(trimethylsilyl)amino]Propyl}methyldimethoxysilane